isotricosyl-urea C(CCCCCCCCCCCCCCCCCCCC(C)C)NC(=O)N